N-((S)-1-(4-cyanophenyl)ethyl)morpholine-3-carboxamide hydrochloride Cl.C(#N)C1=CC=C(C=C1)[C@H](C)NC(=O)C1NCCOC1